C(C)(C)(C)OC1=NC(=NC2=C(C(=C(C=C12)F)C1=C2C=NN(C2=CC(=C1C(F)(F)F)C)C1OCCCC1)F)OC[C@]12CCCN2C[C@@H](C1)F 4-(tert-butoxy)-6,8-difluoro-2-(((2R,7aS)-2-fluorotetrahydro-1H-pyrrolizin-7a(5H)-yl)methoxy)-7-(6-methyl-1-(tetrahydro-2H-pyran-2-yl)-5-(trifluoromethyl)-1H-indazol-4-yl)quinazoline